C(C1=CC=CC=C1)N1CC(CCC1)C1=CC=NC=2N1N=C(C2C=2C=C(C=CC2)C=2OC(=NN2)C)C 2-(3-(7-(1-Benzylpiperidin-3-yl)-2-methylpyrazolo[1,5-a]pyrimidin-3-yl)phenyl)-5-methyl-1,3,4-oxadiazole